7-bromo-5-methoxy-3H-quinazolin-4-one BrC1=CC(=C2C(NC=NC2=C1)=O)OC